(2S)-2-amino-3-(4-(2-amino-6-((R)-1-(3'-(cyclopropylmethoxy)-[1,1'-biphenyl]-4-yl)-2,2,2-trifluoroethoxy)pyrimidine-4-yl)cyclohex-3-ene-1-yl)propionic acid hydrochloride Cl.N[C@H](C(=O)O)CC1CC=C(CC1)C1=NC(=NC(=C1)O[C@@H](C(F)(F)F)C1=CC=C(C=C1)C1=CC(=CC=C1)OCC1CC1)N